Cl.FC1=CC=C(C=C1)NC(C1=CC(=CC=C1)C1CCNCC1)=O N-(4-fluorophenyl)-3-(piperidin-4-yl)benzamide hydrochloride